ClC1=C(C=C2C=C(COC2=C1F)[N+](=O)[O-])F 7-chloro-6,8-difluoro-3-nitro-2H-chromene